7-benzyl-4-(4-trifluoromethylbenzyl)-6,7,8,9-tetrahydrothieno[3,2-C][2,7]naphthyridine-5(4H)-one C(C1=CC=CC=C1)N1CCC=2C3=C(N(C(C2C1)=O)CC1=CC=C(C=C1)C(F)(F)F)C=CS3